2-aminonaphthalene-5,7-disulfonic acid NC1=CC=2C=C(C=C(C2C=C1)S(=O)(=O)O)S(=O)(=O)O